pyrazolopyrimidine N1N=CC2=C1C=NC=N2